2-(cyclohexylamino)-4-((1R,3S)-3-hydroxycyclohexylamino)pyrimidine-5-carboxamide chlorine [Cl].C1(CCCCC1)NC1=NC=C(C(=N1)N[C@H]1C[C@H](CCC1)O)C(=O)N